BrCC(=O)N[C@H](C(=O)N1[C@@H](C[C@H](C1)O)C(=O)NCC1=CC=C(C=C1)C1=C(N=CS1)C)C(C)(C)C (2S,4R)-1-[(2S)-2-(2-bromoacetamido)-3,3-dimethylbutanoyl]-4-hydroxy-N-[[4-(4-methyl-1,3-thiazol-5-yl)phenyl]methyl]pyrrolidine-2-carboxamide